FC=1C(=C(C=CC1F)C(=O)N1CC(C1)(O)CNC1=CC(=CC=C1)O)NC1=C(C=C(C=C1)I)F 1-({3,4-difluoro-2-[(2-fluoro-4-iodophenyl)amino]phenyl}carbonyl)-3-{[(3-hydroxyphenyl)amino]methyl}azetidin-3-ol